CC=1C=CC=2C(C3=CC=C(C=C3OC2C1)C)=O 3,6-dimethyl-xanthone